ONC(=O)C1=NN(C=C1)C\C=C/CO (Z)-N-Hydroxy-1-(4-hydroxybut-2-en-1-yl)-1H-pyrazole-3-carboxamide